3-((3-Exo)-3-((7-((5-methyl-1H-pyrazol-3-yl)amino)-[1,2,4]triazolo[1,5-c]pyrimidin-5-yl)amino)-8-azabicyclo[3.2.1]oct-8-yl)propionitrile CC1=CC(=NN1)NC1=CC=2N(C(=N1)NC1CC3CCC(C1)N3CCC#N)N=CN2